2-methyl-4-hydroxy-5-acetyl-benzoic acid methyl ester COC(C1=C(C=C(C(=C1)C(C)=O)O)C)=O